N-(4-(benzyloxy)cyclohexyl)-2-chloro-5-nitropyridin-4-amine C(C1=CC=CC=C1)OC1CCC(CC1)NC1=CC(=NC=C1[N+](=O)[O-])Cl